(4-fluoroisothiazol-5-yl)carbamate FC=1C=NSC1NC([O-])=O